tert-butyl (benzo[4,5]imidazo[1,2-a]piperidin-6-yl)carbamate C1CCCC=2N1C1=C(N2)C(=CC=C1)NC(OC(C)(C)C)=O